5-amino-1,3,3-trimethylcyclohexylmethylamine NC1CC(CC(C1)(C)CN)(C)C